IC1=C(C(=C(C=2C(C3=CC=CC=C3C(C12)=O)=O)O)O)I 1,2-diiodo-3,4-dihydroxy-9,10-anthraquinone